N-[3-chloro-4-[4-[(3S)-pyrrolidine-3-carbonyl]piperazine-1-carbonyl]phenyl]-5-[4-(cyanomethoxy)-2,3-difluoro-phenyl]-1-methyl-imidazole-2-carboxamide ClC=1C=C(C=CC1C(=O)N1CCN(CC1)C(=O)[C@@H]1CNCC1)NC(=O)C=1N(C(=CN1)C1=C(C(=C(C=C1)OCC#N)F)F)C